2-Chloro-4-((2S,5R)-2,5-dimethyl-4-(6-((5-oxopentyl)oxy)nicotinoyl)piperazin-1-yl)benzonitrile ClC1=C(C#N)C=CC(=C1)N1[C@H](CN([C@@H](C1)C)C(C1=CN=C(C=C1)OCCCCC=O)=O)C